7-((3-fluoro-1-methylpiperidin-4-yl)amino)-1,1-dioxido-3-(1H-pyrrol-1-yl)benzo[b]thiophen FC1CN(CCC1NC1=CC=CC2=C1S(C=C2N2C=CC=C2)(=O)=O)C